O1C(CCCC1)OC1=CC=C(C2=CC=CC=C12)C=C 1-(2-tetrahydropyranyloxy)-4-vinylnaphthalene